C(C)(=O)NC=1C(=CC(=C(CN(C(C)=O)C)C1)[N+](=O)[O-])Cl N-(5-acetamido-4-chloro-2-nitrobenzyl)-N-methylacetamide